O(C1=CC=C(C=C1)C=1C(=O)NC(C1)=O)C1=CC=C(C=C1)C=1C(=O)NC(C1)=O (oxydi-p-phenylene)bismaleimide